C(C)\[N+](\CCC[N+](C)(C)C)=C/1\C=CC2=NC3=CC(=C(C=C3OC2=C1)NCC)C (E)-N1-ethyl-N1-(7-(ethylamino)-8-methyl-3H-phenoxazin-3-ylidene)-N3,N3,N3-trimethyl-propane-1,3-diaminium